FC=1C=C(C=CC1N1CCOCC1)C1=CC=C2C(C(COC2=C1)(C)C)NC(O[C@@H]1CN2CCC1CC2)=O (S)-quinuclidin-3-yl (7-(3-fluoro-4-morpholinophenyl)-3,3-dimethylchroman-4-yl)carbamate